C(C)C=1N=C2N(C=C(C=C2)C=2C=NC(=CC2)N2CCC(CC2)C(=O)N2CCOCC2)C1N(C=1SC(=C(N1)C1=CC=C(C=C1)F)C#N)C 2-((2-ethyl-6-(6-(4-(morpholine-4-carbonyl)piperidin-1-yl)pyridin-3-yl)imidazo[1,2-a]pyridin-3-yl)(methyl)amino)-4-(4-fluorophenyl)thiazole-5-carbonitrile